COC1=NC=C(C=N1)NC1=CC2=C(N(C(N2C)=O)C)C=C1 5-((2-methoxypyrimidin-5-yl)amino)-1,3-dimethyl-1,3-dihydro-2H-benzo[d]imidazole-2-one